2-(but-1-en-2-yl)-4,4,5,5-tetramethyl-1,3,2-dioxaborolan C=C(CC)B1OC(C(O1)(C)C)(C)C